3-[2-[2-[2-(2-hydroxyethoxy)ethoxy]ethoxy]ethoxy]propanenitrile OCCOCCOCCOCCOCCC#N